N-(2-hydroxyethyl)trimethylammonium chloride [Cl-].OCC[N+](C)(C)C